C(C)OC(C1=C(N=C(C(=C1)F)Cl)Br)=O 2-bromo-6-chloro-5-fluoronicotinic acid ethyl ester